OC1=CC=CC=2C(C3=C(C(=NO3)CC3=CC=CC=C3)C(C12)=O)=O 5-hydroxy-3-benzyl-naphtho[2,3-d]isoxazole-4,9-dione